(2E)-methyl 4-{[3-({[6-(isoquinolin-5-ylamino)-4-(methylamino)-1,3,5-triazacyclohexan-2-yl] amino} methyl) phenyl] amino}-4-oxobut-2-enoate C1=NC=CC2=C(C=CC=C12)NC1NC(NC(N1)NCC=1C=C(C=CC1)NC(/C=C/C(=O)OC)=O)NC